C(=O)O.O=C1NC(CCC1N1C(C2=CC=CC=C2C1=O)=O)=O 2-(2,6-dioxopiperidin-3-yl)isoindoline-1,3-dione formate